1-vinyl-3-hydroxyethyl-imidazole bromine salt [Br].C(=C)N1CN(C=C1)CCO